5-cyclopropyl-2-chloropyrimidine C1(CC1)C=1C=NC(=NC1)Cl